6-chloro-N-(4,4-difluorocyclohexyl)-2-(furan-2-yl)pyrimidin-4-amine ClC1=CC(=NC(=N1)C=1OC=CC1)NC1CCC(CC1)(F)F